4-(4-(tert-Butoxycarbonyl)piperazin-1-yl)-2-formyl-6-methoxybenzoic acid C(C)(C)(C)OC(=O)N1CCN(CC1)C1=CC(=C(C(=O)O)C(=C1)OC)C=O